tert-butyl 6,7-dichloro-1-methyl-1H,3H,4H,9H-pyrido[3,4-b]indole-2-carboxylate ClC=1C=C2C3=C(NC2=CC1Cl)C(N(CC3)C(=O)OC(C)(C)C)C